(S)-2-(7-chloro-2-(ethylcarbamoyl)-1,2,3,4-tetrahydroisoquinolin-5-yl)pyrrolidine ClC1=CC(=C2CCN(CC2=C1)C(NCC)=O)[C@H]1NCCC1